2-chloro-9-cyclopentyl-7,7-difluoro-5-methyl-8,9-dihydro-5H-pyrimido[4,5-b][1,4]diazepin-6(7H)-one ClC=1N=CC2=C(N(CC(C(N2C)=O)(F)F)C2CCCC2)N1